1-[3-(difluoro-methoxy)phenyl]-3-[[2-(difluoro-methoxy)pyridin-4-yl]methyl]urea FC(OC=1C=C(C=CC1)NC(=O)NCC1=CC(=NC=C1)OC(F)F)F